4-[4-[(E)-3-(4-Methylphenyl)prop-2-enoyl]phenoxy]butanoic acid CC1=CC=C(C=C1)/C=C/C(=O)C1=CC=C(OCCCC(=O)O)C=C1